1-(6-(6-(4-methoxypyridin-3-yl)-4-methyl-1H-pyrazolo[4,3-c]pyridin-1-yl)-4-((2R,3S)-2-methyl-3-((methylsulfonyl)methyl)azetidin-1-yl)pyridin-2-yl)pyrrolidin-3-one COC1=C(C=NC=C1)C1=CC2=C(C(=N1)C)C=NN2C2=CC(=CC(=N2)N2CC(CC2)=O)N2[C@@H]([C@H](C2)CS(=O)(=O)C)C